C(CCCCCCC)OC(CCCCCCC)=S.C(CCCCCCC)(OCCCCCCCC)=S Octyl octanethioate Octyl-octanethioate